NC1=C(C=C(C=2C(C3=CC=C(C=C3C(C12)=O)[N+](=O)[O-])=O)Br)S(=O)(=O)O 1-amino-7-nitro-4-bromoanthraquinone-2-sulfonic acid